2-[(4-methylphenyl)dioxy-λ6-thio]-5-(2-methylpropan-2-yl)-4-phenylpyrazol-3-amine CC1=CC=C(C=C1)OO[SH4]N1N=C(C(=C1N)C1=CC=CC=C1)C(C)(C)C